(2S,3S)-1-(t-butoxycarbonyl)-3-hydroxylpyrrolidin-2-carboxylic acid C(C)(C)(C)OC(=O)N1[C@@H]([C@H](CC1)O)C(=O)O